((5-(2,6-difluoro-3-(4,4,5,5-tetramethyl-1,3,2-dioxaborolan-2-yl)phenoxy)-3,3-difluoro-2-phenylpentan-2-yl)oxy)triethylsilane FC1=C(OCCC(C(C)(C2=CC=CC=C2)O[Si](CC)(CC)CC)(F)F)C(=CC=C1B1OC(C(O1)(C)C)(C)C)F